COC1=C(C=C(C(=C1)[N+](=O)[O-])OC)CC(C)N 1-(2,5-dimethoxy-4-nitrophenyl)propan-2-amine